N4-(5-(tert-butyl)isoxazol-3-yl)-5-methyl-N2-(4-(4-methylpiperazin-1-yl)phenyl)thieno[2,3-d]pyrimidine-2,4-diamine C(C)(C)(C)C1=CC(=NO1)NC=1C2=C(N=C(N1)NC1=CC=C(C=C1)N1CCN(CC1)C)SC=C2C